C=1N=CN2C1C1=CC=CC=C1[C@@H]2[C@H]2[C@H](C=1N(CC2)C=NC1)O (7S,8R)-7-((S)-5H-imidazo[5,1-a]isoindol-5-yl)-5,6,7,8-tetrahydroimidazo[1,5-a]pyridin-8-ol